FC(OC=1C=C(C=CC1)S(=O)(=O)N1CC(C1)C(=O)NC(C(=O)O)C)(F)F 2-(1-(3-(trifluoromethoxy)benzenesulfonyl)azetidine-3-carboxamido)propionic acid